C(C)(C)(C)OC(=O)N1CCN(CC1)C1=NC=C(C=N1)OC1=NC(=CC(=C1)C(=O)OC)C1=CC(=CC(=C1)F)Cl 4-(5-((6-(3-chloro-5-fluorophenyl)-4-(methoxycarbonyl)pyridin-2-yl)oxy)pyrimidin-2-yl)piperazine-1-carboxylic acid tert-butyl ester